[C@H]1(CC[C@H](CC1)C(=O)OC)C(=O)OC(C)(C)C 1-(tert-butyl) 4-methyl (trans)-cyclohexane-1,4-dicarboxylate